CS(=O)(=O)NCC=1C=CC(=C(C(=O)OC)C1)[N+](=O)[O-] methyl 5-(methylsulfonylaminomethyl)-2-nitrobenzoate